6-fluorothiazolo[4,5-c]pyridine-2-carboxylic acid hydrazide FC1=CC2=C(C=N1)N=C(S2)C(=O)NN